dimethyl-benzene-1,2-diamine CC=1C(=C(C(=CC1)N)N)C